tert-butyl (R)-4-(7-chloro-6-fluoro-1-(2-isopropyl-4-methylpyridin-3-yl)-2-oxo-1,2-dihydro pyrido[2,3-d]pyrimidin-4-yl)-2-methylpiperazine-1-carboxylate ClC=1C(=CC2=C(N(C(N=C2N2C[C@H](N(CC2)C(=O)OC(C)(C)C)C)=O)C=2C(=NC=CC2C)C(C)C)N1)F